1-(4-(3-(6-methoxypyridin-3-yl)-2-methyl-1H-pyrrolo[2,3-b]pyridin-5-yl)benzyl)piperidin-3-ol COC1=CC=C(C=N1)C1=C(NC2=NC=C(C=C21)C2=CC=C(CN1CC(CCC1)O)C=C2)C